1-methanesulfonyl-2-[(2R)-1-methylpyrrolidin-2-yl]-6-nitroindole CS(=O)(=O)N1C(=CC2=CC=C(C=C12)[N+](=O)[O-])[C@@H]1N(CCC1)C